C(C)C=1C=C2CC(CC2=CC1CC)NC[C@H](O)C1=C2C=CC(NC2=C(C=C1)OCC1=CC=CC=C1)=O (R)-5-[2-(5,6-diethylindan-2-ylamino)-1-hydroxyethyl]-8-benzyloxy-1H-quinolin-2-one